(3,5-difluoro-4-(4-fluorophenoxy)phenyl)methanol FC=1C=C(C=C(C1OC1=CC=C(C=C1)F)F)CO